Cl.N[C@H]1C[C@H](C1)C(=O)OC cis-methyl 3-aminocyclobutanecarboxylate hydrochloride